1-(5-(4-chloro-7-fluoro-1H-indazol-6-yl)-3,6-dihydropyridin-1(2H)-yl)-3-(1H-1,2,3-triazol-1-yl)propan-1-one ClC1=C2C=NNC2=C(C(=C1)C1=CCCN(C1)C(CCN1N=NC=C1)=O)F